CC=1C=C(C=CC1C)C=1NC(C=2N(C1C)N=C(C2C(F)(F)F)C(=O)O)=O 6-(3,4-Dimethylphenyl)-7-methyl-4-oxo-3-(trifluoromethyl)-4,5-dihydropyrazolo[1,5-a]pyrazine-2-carboxylic acid